(S)-1-methyl-1'h-spiro[indoline-3,2'-naphthalene]-1',2-dione CN1C([C@]2(C(C3=CC=CC=C3C=C2)=O)C2=CC=CC=C12)=O